C(C)OC(=O)[C@@H]1[C@@H]2[C@H](CN1C([C@H](C(C)(C)C)NC(=O)OC(C)(C)C)=O)CCC2.ClC=2C=C(N)C=CC2SC(F)(F)F 3-chloro-4-((trifluoromethyl)thio)aniline ethyl-(3S,3aS,6aR)-2-[(2S)-2-(tert-butoxycarbonylamino)-3,3-dimethyl-butanoyl]-3,3a,4,5,6,6a-hexahydro-1H-cyclopenta[c]pyrrole-3-carboxylate